6-bromo-5-fluoro-2,3-dihydro-1-benzofuran-7-amine BrC1=C(C2=C(CCO2)C=C1F)N